benzyl (4-(4-chloropyridin-3-yl)-1,4-oxazepan-6-yl)(methyl)carbamate ClC1=C(C=NC=C1)N1CCOCC(C1)N(C(OCC1=CC=CC=C1)=O)C